C(C)OC(C[C@@H](C1=CC(=CC=C1)C1=COC=C1)NS(=O)(=O)C(C)(C)C)=O (S)-3-((R)-1,1-dimethylethylsulfonamido)-3-(3-(furan-3-yl)phenyl)propanoic acid ethyl ester